C(C1=CC=CC=C1)OCCOC1CNC1 3-(2-(benzyloxy)ethoxy)azetidine